4-(5-((9-(3,3-Dimethylbutyl)-2,9-diazaspiro[5.5]undecan-2-yl)sulfonyl)pyridin-2-yl)thiomorpholine 1,1-dioxide CC(CCN1CCC2(CCCN(C2)S(=O)(=O)C=2C=CC(=NC2)N2CCS(CC2)(=O)=O)CC1)(C)C